CN(CCOC1=CC(=C(C=C1)C1=NC=CC2=C1N=C(N=C2)NC=2C=NC(=CC2)N2CCOCC2)F)C 8-(4-(2-(dimethylamino)ethoxy)-2-fluorophenyl)-N-(6-morpholinylpyridin-3-yl)pyrido[3,4-d]pyrimidin-2-amine